3-acetyl-4-methanesulfinyl-1,2-dihydroquinolin-2-one C(C)(=O)C=1C(NC2=CC=CC=C2C1S(=O)C)=O